N-((2-(6-((cis)-2,6-dimethylmorpholino)-4-methylpyridin-2-yl)-1,6-naphthyridin-7-yl)methyl)-4-methyl-3-(methylsulfonyl)benzamide C[C@@H]1O[C@@H](CN(C1)C1=CC(=CC(=N1)C1=NC2=CC(=NC=C2C=C1)CNC(C1=CC(=C(C=C1)C)S(=O)(=O)C)=O)C)C